4,4-difluoro-octahydrocyclopenta[C]pyrrole FC1(CCC2CNCC21)F